5-((3,5-dimethylphenyl)amino)-2-((3-fluoro-5-methylphenyl)amino)nicotinamide CC=1C=C(C=C(C1)C)NC=1C=NC(=C(C(=O)N)C1)NC1=CC(=CC(=C1)C)F